C(C(C)C)N1CC(CCC1)C1=CC=C(C(=O)NC2=CC(=C(C=C2)C)NC2=NC=CC(=N2)C=2C=NC=CC2)C=C1 4-(1-Isobutyl-piperidin-3-yl)-N-[4-methyl-3-(4-pyridin-3-yl-pyrimidin-2-ylamino)-phenyl]-benzamide